maleimidoethyl 3-[211At]astato-5-(guanidinomethyl)iodobenzoate [211At]C=1C(=C(C(=O)OCCN2C(C=CC2=O)=O)C=C(C1)CNC(=N)N)I